FC=1C=C(C=CC1F)C1=CC(=C(C=C1)C(=O)N)N1C(C2=CC(=CC=C2C1)C=1N=NNC1)=O 3',4'-Difluoro-3-[1-oxo-6-(1H-[1,2,3]triazol-4-yl)-1,3-dihydroisoindol-2-yl]biphenyl-4-carboxylic acid amide